3-fluoropyridin-2-yl-methanesulfonamide FC=1C(=NC=CC1)CS(=O)(=O)N